ClC1=CC=C(C=C1)N/C(/SCC=O)=N/C(OCC)=O (Z)-ethyl (((4-chlorophenyl)amino)((2-oxoethyl)thio)methylene)carbamate